C(C)(=O)N[C@@H]1[C@H]([C@H](N(C1)C(=O)OC(C)(C)C)C(=O)OC)CCCB1OC(C(O1)(C)C)(C)C 1-(tert-butyl) 2-methyl (2S,3R,4R)-4-acetamido-3-(3-(4,4,5,5-tetramethyl-1,3,2-dioxaborolan-2-yl)propyl)pyrrolidine-1,2-dicarboxylate